dimethyl-(2,4,6-tribromophenyl)sulfonium C[S+](C1=C(C=C(C=C1Br)Br)Br)C